N2,N5-dibenzylfurane-2,5-dicarboxamide C(C1=CC=CC=C1)NC(=O)C=1OC(=CC1)C(=O)NCC1=CC=CC=C1